2,4-diaminophenylsulfide NC1=C(C=CC(=C1)N)SC1=C(C=C(C=C1)N)N